BrC1=C(C=CC(=C1)C(=O)O)C1=CC=C(C=C1)C(=O)OC 2-bromo-4'-(methoxycarbonyl)-[1,1'-biphenyl]-4-carboxylic acid